C(\C=C/C(=O)O)(=O)O.C(\C=C/C(=O)O)(=O)O.N(CCO)(CCO)CCO triethanolamine dimaleate